6-(((3R,4R)-3-fluoropiperidin-4-yl)oxy)-7-methoxy-4-(1-methyl-3-phenyl-1H-pyrazol-4-yl)quinazoline trifluoroacetate FC(C(=O)O)(F)F.F[C@@H]1CNCC[C@H]1OC=1C=C2C(=NC=NC2=CC1OC)C=1C(=NN(C1)C)C1=CC=CC=C1